N1=CC=C(C=C1)OCCNC(OC(C)(C)C)=O tert-Butyl (2-(pyridin-4-yloxy)ethyl)carbamate